5-((trimethylsilyl)ethynyl)nicotinaldehyde C[Si](C)(C)C#CC=1C=NC=C(C=O)C1